4-((5-phenyl-1,3,4-oxadiazol-2-yl)methyl)benzoyl-hydrazine C1(=CC=CC=C1)C1=NN=C(O1)CC1=CC=C(C(=O)NN)C=C1